ClC1=NC=C(C(=N1)Cl)CN1C(C(CC1)(C)C)=O 1-((2,4-dichloropyrimidin-5-yl)methyl)-3,3-dimethylpyrrolidin-2-one